ClC1=C(C=C(CC2=NC(=CC=C2)OC2CCNCC2)C=C1)F 2-(4-chloro-3-fluorobenzyl)-6-(piperidin-4-yloxy)pyridine